C=1(N=CN2C1C=CC=C2)C2CN(CCC2)C2=CC(=NC(=N2)N)N 6-(3-(imidazo[1,5-a]pyridin-1-yl)piperidin-1-yl)pyrimidine-2,4-diamine